4-methyl-2-{[1-(1-methylcyclopropane-1-carbonyl)piperidin-4-yl]methyl}-8-(trifluoromethyl)-4,5-dihydro-2H-furo[2,3-g]indazole-7-carboxylic acid ethyl ester C(C)OC(=O)C1=C(C2=C(CC(C3=CN(N=C23)CC2CCN(CC2)C(=O)C2(CC2)C)C)O1)C(F)(F)F